NC1=NNC2=C1C(=NC=C2C2=NC=C(C=C2)C(F)F)C2=CC=C(CNC(C1=C(C=CC(=C1)F)OC)=O)C=C2 N-(4-(3-amino-7-(5-(difluoromethyl)pyridin-2-yl)-1H-pyrazolo[4,3-c]pyridin-4-yl)benzyl)-5-fluoro-2-methoxybenzamide